C(C#C)OC1C(C)O1 3-epoxypropyl propargyl ether